C1=NC2=C(C(=O)N1)N=CN2[C@H]3[C@@H]([C@@H]([C@H](O3)COP(=O)([O-])[O-])O)O The molecule is a nucleoside 5'-monophosphate(2-) that results from the removal of two protons from the phosphate group of IMP; major species at pH 7.3. It has a role as a human metabolite and a Saccharomyces cerevisiae metabolite. It is a conjugate base of an IMP.